4-(2-(1-(ethylsulfonyl)piperidin-4-yl)-4-(4-fluorophenyl)thiazol-5-yl)-N-(4-(piperazin-1-yl)phenyl)pyrimidin-2-amine C(C)S(=O)(=O)N1CCC(CC1)C=1SC(=C(N1)C1=CC=C(C=C1)F)C1=NC(=NC=C1)NC1=CC=C(C=C1)N1CCNCC1